6-(6-amino-5-(methylsulfonyl)pyridin-3-yl)-4-((1-phenylethyl)amino)quinoline-3-carbonitrile NC1=C(C=C(C=N1)C=1C=C2C(=C(C=NC2=CC1)C#N)NC(C)C1=CC=CC=C1)S(=O)(=O)C